1,4-phenylendiisocyanat C1(=CC=C(C=C1)N=C=O)N=C=O